N1=C(N=CC=C1)CCCCC(CCCC=CCCC)=O pyrimidinyl-tridec-9-en-5-one